N-((4-(5-(1,1-difluoroethyl)-1,2,4-oxadiazol-3-yl)bicyclo[2.2.2]octan-1-yl)methyl)-N-(3-fluorophenyl)-3-hydroxy-3-(trifluoromethyl)cyclobutane-1-carboxamide FC(C)(F)C1=NC(=NO1)C12CCC(CC1)(CC2)CN(C(=O)C2CC(C2)(C(F)(F)F)O)C2=CC(=CC=C2)F